CN1C(C(=C(C2=CC=CC(=C12)OC1COC1)N1CCC(CC1)(C=1OC2=C(N1)C=C(C=C2)C)C)C#N)=O 1-Methyl-4-[4-methyl-4-(5-methyl-1,3-benzooxazol-2-yl)piperidin-1-yl]-8-[(oxetan-3-yl)oxy]-2-oxo-1,2-dihydro-quinoline-3-carbonitrile